ClC=1C=CC=C2C=C(C=NC12)NC1=NC(=NC=C1)NC1=CC(=C(C=C1)OCCCN1CCOCC1)OC 4-(8-chloro-3-quinolylamino)-2-[3-methoxy-4-(3-morpholinopropoxy)phenylamino]pyrimidine